8-bromo-3,6-dimethyl-2-morpholino-quinoline-4-carbonitrile BrC=1C=C(C=C2C(=C(C(=NC12)N1CCOCC1)C)C#N)C